O=C1C=C2N(C=3N1N=C(N3)C3=CC=CC=C3)[C@H](CC2)C(=O)NC2=CC=C(C=C2)C(F)(F)F |r| Rac-5-oxo-2-phenyl-N-(4-(trifluoromethyl)phenyl)-5,7,8,9-tetrahydropyrrolo[1,2-c][1,2,4]triazolo[1,5-a]pyrimidine-9-carboxamide